ClC1=C(C(=CC=C1)F)C1=NOC(=C1C(=O)OC)C=1C=NN(C1C(F)(F)F)C1CC(C1)(C)O methyl 3-(2-chloro-6-fluorophenyl)-5-{1-[(1S,3R)-3-hydroxy-3-methylcyclobutyl]-5-(trifluoromethyl)-1H-pyrazol-4-yl}-1,2-oxazole-4-carboxylate